C[Si](N1N=C(C=C1C)C)(C)C N-(trimethylsilyl)-3,5-dimethylpyrazole